N(=C=O)[C@H]1[C@H]([C@@H]2C=C[C@H]1C2)C(=O)OC Methyl (1S,2S,3R,4R)-3-isocyanatobicyclo[2.2.1]hept-5-ene-2-carboxylate